ACETYL-D-2-AMINOBUTYRIC ACID CC[C@H](C(=O)O)NC(=O)C